3-(aminomethyl)-2,8-diazaspiro[4.5]decane-2,8-dicarboxylic acid 2-benzyl 8-tert-butyl ester C(C)(C)(C)OC(=O)N1CCC2(CC(N(C2)C(=O)OCC2=CC=CC=C2)CN)CC1